2-[amino(1-benzoylpiperidin-4-yl)methyl]-4,5-dichlorophenol NC(C1=C(C=C(C(=C1)Cl)Cl)O)C1CCN(CC1)C(C1=CC=CC=C1)=O